C(CC)N[C@@H]1CC=2C=CC=CC2CC1 (S)-6-(propylamino)-5,6,7,8-tetrahydronaphthalene